methyl (S)-2-(chloromethyl)-4-methoxy-1-(oxetan-2-ylmethyl)-1H-benzo[d]imidazole-6-carboxylate ClCC1=NC2=C(N1C[C@H]1OCC1)C=C(C=C2OC)C(=O)OC